tert-butyl (4R-6R)-6-[[(1E)-2-cyclopropyl-4-(4-fluorophenyl)-3-quinolyl] ethenyl]-2,2-dimethyl-1,3-dioxane-4-acetate C1(CC1)C1=NC2=CC=CC=C2C(=C1C=C[C@H]1C[C@@H](OC(O1)(C)C)CC(=O)OC(C)(C)C)C1=CC=C(C=C1)F